(2-indazol-1-yl-1-methyl-propyl) (2S)-2-[(3-hydroxy-4-methoxy-pyridine-2-carbonyl) amino]propanoate OC=1C(=NC=CC1OC)C(=O)N[C@H](C(=O)OC(C(C)N1N=CC2=CC=CC=C12)C)C